(R)-4'-((1-(3-(1,1-difluoro-2-hydroxy-2-methylpropyl)-2-fluorophenyl)ethyl)amino)-6'-(2-fluorophenyl)-1-methyl-5',6'-dihydro-7'H-spiro[azetidine-3,8'-pyrido[4,3-d]pyrimidin]-7'-one FC(C(C)(C)O)(F)C=1C(=C(C=CC1)[C@@H](C)NC=1C2=C(N=CN1)C1(C(N(C2)C2=C(C=CC=C2)F)=O)CN(C1)C)F